(4S)-7,8-dichloro-6-(2,6-difluorophenyl)-4-methyl-N,N-bis(trideuteriomethyl)-4H-[1,2,4]triazolo[1,5-a][1,4]benzodiazepine-2-carboxamide ClC1=C(C=CC2=C1C(=N[C@H](C=1N2N=C(N1)C(=O)N(C([2H])([2H])[2H])C([2H])([2H])[2H])C)C1=C(C=CC=C1F)F)Cl